NC1=C(C=C2C(C=C(OC2=C1[N+](=O)[O-])C1=CC=C(C#N)C=C1)=O)Cl 4-(7-amino-6-chloro-8-nitro-4-oxo-4H-chromen-2-yl)benzonitrile